N-[3-[6-(difluoromethoxy)-2,3-dihydro-1,4-benzodioxin-7-yl]-1H-pyrazol-4-yl]pyrazolo[1,5-a]pyrimidine-3-carboxamide FC(OC1=CC2=C(OCCO2)C=C1C1=NNC=C1NC(=O)C=1C=NN2C1N=CC=C2)F